1-(1-(4-Fluoro-3-hydroxy-phenyl)-1H-indazol-5-yl)-piperidin-4-ol FC1=C(C=C(C=C1)N1N=CC2=CC(=CC=C12)N1CCC(CC1)O)O